O1CCC2=C1C=C(C=C2)CCO 2-(2,3-dihydrobenzofuran-6-yl)ethan-1-ol